2,4-dimethoxy-8-methylquinazoline COC1=NC2=C(C=CC=C2C(=N1)OC)C